Fluoramide NF